Isononylisocyanat C(CCCCCC(C)C)N=C=O